tert.amylalcohol C(C)(C)(CC)O